FC=1C=C2CN(CC2=CC1)C(=O)NC1=CC=C(C=C1)C12CCC(CC1)(CC2)C(NC)=O 5-fluoro-N-(4-(4-(methylcarbamoyl)bicyclo[2.2.2]octan-1-yl)phenyl)isoindoline-2-carboxamide